1-(4-thiophenylphenyl)-(3-cyclohexyl)-propane-1,2-dione-2-oxime acetate C(C)(=O)O.S1C(=CC=C1)C1=CC=C(C=C1)C(C(CC1CCCCC1)=NO)=O